1-[4-(3-chloro-5-methylphenyl)piperidin-1-yl]-2-{3-[(2R,6S)-2,6-dimethylmorpholine-4-carbonyl]-5,6-dihydrocyclopenta[c]pyrazol-1(4H)-yl}ethan-1-one ClC=1C=C(C=C(C1)C)C1CCN(CC1)C(CN1N=C(C2=C1CCC2)C(=O)N2C[C@H](O[C@H](C2)C)C)=O